NCC1=C(C=C2C([C@](C3(C(=C12)C)CC3)(C)O)=O)C (R)-3'-(aminomethyl)-6'-hydroxy-2',4',6'-trimethylspiro[cyclopropane-1,5'-inden]-7'(6'H)-one